7-(1-(4-cyanophenyl)-2-(3-fluoro-4-methoxyphenyl)-1H-indol-5-yl)-2,7-diazaspiro[3.5]nonane-2-carboxylic acid tert-butyl ester C(C)(C)(C)OC(=O)N1CC2(C1)CCN(CC2)C=2C=C1C=C(N(C1=CC2)C2=CC=C(C=C2)C#N)C2=CC(=C(C=C2)OC)F